O1N=C(C=C1)COC1=C(C=C2C=C(NC2=C1)CNC(=O)C1(CC1)C)C(F)(F)F N-((6-(isoxazol-3-ylmethoxy)-5-(trifluoromethyl)-1H-indol-2-yl)methyl)-1-methylcyclopropane-1-carboxamide